7-(2-(2-chlorophenyl)-3,4,6,7-tetrahydro-5H-imidazo[4,5-c]pyridin-5-yl)-2-methyl-5,6,7,8-tetrahydroquinoline ClC1=C(C=CC=C1)C1=NC2=C(CN(CC2)C2CCC=3C=CC(=NC3C2)C)N1